(3R,5S,E)-7-(6-(bicyclo[1.1.1]pentan-1-yl)-2-cyclopropyl-4-(4-fluorophenyl)-5-(methoxymethyl)pyridin-3-yl)-3,5-dihydroxyhept-6-enoic acid C12(CC(C1)C2)C2=C(C(=C(C(=N2)C2CC2)/C=C/[C@H](C[C@H](CC(=O)O)O)O)C2=CC=C(C=C2)F)COC